N1=CC=C2N1C(=CC=C2)C(C)=O 1-pyrazolo[1,5-a]pyridin-7-ylethanone